BrC1=CN(C2=C1N=NC(=C2)C=2C(NC(NC2)=O)=O)CC 5-(7-Bromo-5-ethyl-5H-pyrrolo[3,2-c]pyridazin-3-yl)pyrimidine-2,4(1H,3H)-dione